3-(2-hydroxy-3-(4-methylpiperazin-1-ylsulfonyl)phenylamino)-4-((S)-(5-methylfuran-2-yl)((R)-tetrahydrothiophen-2-yl)methylamino)cyclobut-3-ene-1,2-dione OC1=C(C=CC=C1S(=O)(=O)N1CCN(CC1)C)NC=1C(C(C1N(C[C@@H]1SCCC1)C=1OC(=CC1)C)=O)=O